(3-amino-6-(5'-methoxy-2'-methyl-2',3'-dihydro-1'H-spiro[cyclopropan-1,4'-isoquinolin]-7'-yl)pyrazin-2-yl)-N,N-dimethyl-1H-pyrazole-4-carboxamide NC=1C(=NC(=CN1)C1=CC(=C2C3(CN(CC2=C1)C)CC3)OC)N3N=CC(=C3)C(=O)N(C)C